Ethyl-methyl-Dimethoxysilane C(C)[Si](OC)(OC)C